2-(difluoromethyl)-5-(4-((4-(3-(difluoromethyl)phenyl)-1H-1,2,3-triazol-1-yl)methyl)-3-fluorophenyl)-1,3,4-oxadiazole FC(C=1OC(=NN1)C1=CC(=C(C=C1)CN1N=NC(=C1)C1=CC(=CC=C1)C(F)F)F)F